(S)-1-(2-(1-(cyclobutylmethyl)-3-methyl-2-oxo-2,3-dihydro-1H-benzo[d]imidazol-5-yl)thiazol-4-yl)-3-(piperidin-3-yl)urea C1(CCC1)CN1C(N(C2=C1C=CC(=C2)C=2SC=C(N2)NC(=O)N[C@@H]2CNCCC2)C)=O